S-(2-(dimethylamino)ethyl) benzo[d][1,2,3]thiadiazole-7-carbothioate S1N=NC2=C1C(=CC=C2)C(SCCN(C)C)=O